BrC1=NC(=CC(=C1)OC([2H])([2H])[2H])SC 2-bromo-4-(methoxy-d3)-6-(methylthio)pyridine